COC=1C=C(C=CC1OC)NC1=NC=CC2=CC(=C(C=C12)OC)OC N-(3,4-dimethoxyphenyl)-6,7-dimethoxyisoquinolin-1-amine